3,5,5-Trimethylhexanal CC(CC=O)CC(C)(C)C